ClC1=CC=C(C(=N1)C(=O)O)N[C@@H](C)C1=C2C(=C(N(C(C2=CC(=C1)C)=O)C)C1=CC=CC=C1)C (S)-6-Chloro-3-[1-(2,4,7-trimethyl-1-oxo-3-phenylisoquinolin-5-yl)ethylamino]pyridine-2-carboxylic acid